tert-butyl 3-(4-(4-(7-((3,5-dimethoxyphenyl)(prop-2-yn-1-yl)amino)quinoxalin-2-yl)-1H-pyrazol-1-yl)piperidine-1-carbonyl)-3-fluoroazetidine-1-carboxylate COC=1C=C(C=C(C1)OC)N(C1=CC=C2N=CC(=NC2=C1)C=1C=NN(C1)C1CCN(CC1)C(=O)C1(CN(C1)C(=O)OC(C)(C)C)F)CC#C